NC([C@H](C[C@H]1C(NCCC1)=O)NC([C@H](CC1CC1)NC(=O)C=1NC2=CC=CC(=C2C1)OCCOCCOC)=O)=O N-[(1S)-2-[[(1S)-2-amino-2-oxo-1-[[(3S)-2-oxo-3-piperidyl]methyl]ethyl]amino]-1-(cyclopropylmethyl)-2-oxo-ethyl]-4-[2-(2-methoxyethoxy)ethoxy]-1H-indole-2-carboxamide